2-(1-triazolyl)-pyrimidine N1(N=NC=C1)C1=NC=CC=N1